1-(4-aminobenzoyl)-3-(3-aminobenzoyl)phenylenediamine NC1=CC=C(C(=O)C2(C(C(=CC=C2)C(C2=CC(=CC=C2)N)=O)N)N)C=C1